BrC1=C(C=C2C(=CC(=NC2=C1O[C@@H](C)C1=CC=CC=C1)OC[C@H](C)OC)N[C@@H]1CNCC1)I (3S)-3-({7-bromo-6-iodo-2-[(2S)-2-methoxypropoxy]-8-[(1S)-1-phenylethoxy]quinolin-4-yl}amino)pyrrolidine